C1(CC1)C(=O)NC1=NN2C(C=C(C=C2)C2=C(C=NN2C)OC[C@@H]2CN(C[C@H]2O)C(=O)OC(C)(C)C)=C1 (3S,4S)-tert-butyl 3-(((5-(2-(cyclopropanecarboxamido)pyrazolo[1,5-a]pyridin-5-yl)-1-methyl-1H-pyrazol-4-yl)oxy)methyl)-4-hydroxypyrrolidine-1-carboxylate